((2-chloro-5-fluorophenyl)amino)-5-((5-chloroisoquinolin-1-yl)amino)nicotinic acid methyl ester COC(C1=C(N=CC(=C1)NC1=NC=CC2=C(C=CC=C12)Cl)NC1=C(C=CC(=C1)F)Cl)=O